Br[Si]1(C[SiH2]C1)Br 1,1-dibromo-1,3-disilacyclobutane